6-(5-((E)-((1S,2S,5R)-2-fluoro-9-azabicyclo[3.3.1]nonan-3-ylidene)methyl)-1,3,4-thiadiazol-2-yl)isoquinolin-7-ol F[C@@H]\1[C@@H]2CCC[C@H](C/C1=C\C1=NN=C(S1)C=1C=C3C=CN=CC3=CC1O)N2